1-hydroxy-2-pyridinethione ON1C(C=CC=C1)=S